2-(6-oxo-5-(trifluoromethyl)-1,6-dihydropyridin-3-yl)ethyl-4-(5-cyclohexylpyrimidin-2-yl)piperazine O=C1C(=CC(=CN1)CCN1CCN(CC1)C1=NC=C(C=N1)C1CCCCC1)C(F)(F)F